FC(C(=O)O)(F)F.CN1C(N(C2=C1C(=CC=C2)N2CCC(CC2)C2CCN(CC2)CC2CCNCC2)C2C(NC(CC2)=O)=O)=O 3-(3-methyl-2-oxo-4-(1'-(piperidin-4-ylmethyl)-[4,4'-bipiperidin]-1-yl)-2,3-dihydro-1H-benzo[d]imidazol-1-yl)piperidine-2,6-dione (85e)-trifluoroacetate